methyl 2-(benzyloxy)-2-(5-chloro-2-(N-((1S)-2-(6-fluoro-2,3-dimethylphenyl)-1-(5-oxo-4,5-dihydro-1,3,4-oxadiazol-2-yl)propyl)sulfamoyl) phenyl)acetate C(C1=CC=CC=C1)OC(C(=O)OC)C1=C(C=CC(=C1)Cl)S(N[C@@H](C(C)C1=C(C(=CC=C1F)C)C)C=1OC(NN1)=O)(=O)=O